CC(C)(CO)N amino-2-methyl-1-propanol